5-(3-(N-(carboxymethyl)-naphthalene-2-sulphonamido)phenyl)-1-(2-fluoroethyl)-1H-pyrrole-2-carboxylic acid C(=O)(O)CN(S(=O)(=O)C1=CC2=CC=CC=C2C=C1)C=1C=C(C=CC1)C1=CC=C(N1CCF)C(=O)O